BrC1=C(C=CC(=C1)C(F)(F)F)NC(C(C)(C)N1N=CC(=C1)C#CC1CN(C1)C=1C=C2C(N(C(C2=CC1)=O)C1C(NC(CC1)=O)=O)=O)=O N-(2-bromo-4-(trifluoromethyl)phenyl)-2-(4-((1-(2-(2,6-dioxopiperidin-3-yl)-1,3-dioxoisoindolin-5-yl)azetidin-3-yl)ethynyl)-1H-pyrazol-1-yl)-2-methylpropanamide